CC1=C(SC=2N=C(N=C(C21)NC2(CC2)C)NC2=CC=C(C=C2)N2CCN(CC2)C)C 5,6-dimethyl-N4-(1-methylcyclopropyl)-N2-(4-(4-methylpiperazin-1-yl)phenyl)thieno[2,3-d]pyrimidine-2,4-diamine